4,5,6,7-tetrahydro-1H-indole-4-carbonitrile N1C=CC=2C(CCCC12)C#N